(4aR,7aS)-furo[3,4-b]piperidine N1C=2C(CCC1)=COC2